1-isobutyl-3-(3-methoxyazetidin-1-yl)-6-(4-nitro-1-tetrahydropyran-2-yl-pyrazol-3-yl)pyrazolo[4,3-c]pyridine C(C(C)C)N1N=C(C=2C=NC(=CC21)C2=NN(C=C2[N+](=O)[O-])C2OCCCC2)N2CC(C2)OC